tert-butyl (3R)-4-(2-chloro-6-fluoro-7-(2-fluoro-6-methoxyphenyl)pyrido[2,3-d]pyrimidin-4-yl)-3-methylpiperazine-1-carboxylate ClC=1N=C(C2=C(N1)N=C(C(=C2)F)C2=C(C=CC=C2OC)F)N2[C@@H](CN(CC2)C(=O)OC(C)(C)C)C